1-methyl-5-((2-methyl-6-(1-methyl-5-(((tetrahydro-2H-pyran-2-yl)oxy)methyl)-1H-1,2,3-triazol-4-yl)pyridin-3-yl)oxy)octahydropentalene-1-carboxylic acid methyl ester COC(=O)C1(CCC2CC(CC12)OC=1C(=NC(=CC1)C=1N=NN(C1COC1OCCCC1)C)C)C